oxygen tin [Sn].[O]